FC1(CN(CC=2C(N=C3N(C21)CCN3CC3=CC(=CC=C3)C)=O)CC=3C=C(C#N)C=CC3)F 3-((9,9-difluoro-3-(3-methylbenzyl)-5-oxo-1,2,3,5,8,9-hexahydroimidazo[1,2-a]pyrido[3,4-e]pyrimidin-7(6H)-yl)methyl)benzonitrile